FC1=C(C(=CC(=C1)OC)F)C=1CC(N(N1)C1=CC=CC=C1)=O 5-(2,6-difluoro-4-methoxyphenyl)-2-phenyl-2,4-dihydro-3H-pyrazol-3-one